[Ir]=O.[Pr] Praseodymium-iridium oxide